C(C)(C)(C)C1(C(C(=CC(=C1)CCCCCCCC)C1=CC=CC(=C1)C(C)(C)C)OC1OCCCC1)B1OC(C(O1)(C)C)(C)C 2-(3,5'-di-t-butyl-5-octyl-2-((tetrahydro-2H-pyran-2-yl)oxy)-[1,1'-biphenyl]-3-yl)-4,4,5,5-tetramethyl-1,3,2-dioxaborolane